FC=1C=CC(=C(C1)C1CCN(CC1)[C@H]1CC2(CN(C2)C=2OC=NN2)CC1)C1CCOCC1 (R)-2-(6-(4-(5-fluoro-2-(tetrahydro-2H-pyran-4-yl)phenyl)piperidin-1-yl)-2-azaspiro[3.4]oct-2-yl)-1,3,4-oxadiazole